N[C@@H](CCC(=O)[C@](CSSC[C@@](C(=O)O)(N)C(CC[C@H](N)C(=O)O)=O)(C(=O)O)N)C(=O)O bisgamma-L-glutamyl-L-cystine